C1C(CC2CC(CC12)=O)=O (3as,6as)-tetrahydro-pentalene-2,5(1H,3H)-dione